(S)-4-(2-(3-(1-(4-methyl-4H-1,2,4-triazol-3-ylthio)ethyl)phenyl)-2H-1,2,3-triazol-4-yl)benzamide CN1C(=NN=C1)S[C@@H](C)C=1C=C(C=CC1)N1N=CC(=N1)C1=CC=C(C(=O)N)C=C1